O[C@@]1(CC[C@@]2([C@H]3CC[C@@]4([C@H](CC[C@H]4[C@@H]3CC[C@@H]2C1)C(CN1C=NC=C1)=O)C)C)COC 1-((3R,5R,8R,9S,10S,13S,14S,17S)-3-hydroxy-3-(methoxymethyl)-10,13-dimethylhexadecahydro-1H-cyclopenta[a]phenanthren-17-yl)-2-(1H-imidazol-1-yl)ethan-1-one